N1NC(C=C1)=[Se] 1H-pyrazoleselon